3-bromo-9H-carbazole-1,2,3,5,6,7,8-d7 BrC1(C(C(=C2NC3=C(C(=C(C(=C3C2=C1)[2H])[2H])[2H])[2H])[2H])[2H])[2H]